4bH-cyclopenta[4,5]furo[2,3-c]pyridine-4b,5-diol C1=NC=CC2=C1OC=1C2(C(=CC1)O)O